8-(4-Fluoro-2-(trifluoromethyl)phenyl)-9-(4-((1-(3-fluoropropyl)azetidin-3-yl)methyl)phenyl)-7-methyl-6,7-dihydro-5H-benzo[7]annulen FC1=CC(=C(C=C1)C=1C(CCC2=C(C1C1=CC=C(C=C1)CC1CN(C1)CCCF)C=CC=C2)C)C(F)(F)F